N-methyl-2-(((6-methyl-4-oxo-3,4-dihydrothieno[3,2-d]pyrimidin-2-yl)methyl)(propyl)amino)acetamide CNC(CN(CCC)CC=1NC(C2=C(N1)C=C(S2)C)=O)=O